(5-((2,6-difluoro-3,5-dimethoxybenzyl)oxy)pyrimidin-2-yl)-7-formyl-5-methyl-3,4-dihydro-1,8-naphthyridine-1(2H)-carboxamide FC1=C(COC=2C=NC(=NC2)C2N(C3=NC(=CC(=C3CC2)C)C=O)C(=O)N)C(=C(C=C1OC)OC)F